C(#N)N=C(N)N 2-cyano-guanidine